N[C@H]1C2N(CC1CC2)C(=O)C=2C=CC=1N(C2)N=C(C1C)C1=CC=2C(=NC(=CC2)C2=CC(=NC=C2F)OC)N1CC1CC1 ((7R)-7-amino-2-azabicyclo[2.2.1]hept-2-yl)(2-(1-(cyclopropylmethyl)-6-(5-fluoro-2-methoxypyridin-4-yl)-1H-pyrrolo[2,3-b]pyridin-2-yl)-3-methylpyrazolo[1,5-a]pyridin-6-yl)methanone